5-chloro-3-(quinoxalin-6-yl)thieno[3,2-b]pyridine ClC1=CC=C2C(=N1)C(=CS2)C=2C=C1N=CC=NC1=CC2